ClC=1C=C2C(=NC1C1=CC=C(C=C1)C1=CC=C(C=C1)C(=O)NC[C@@H]([C@H]([C@@H]([C@@H](CO)O)O)O)O)N=C(N2)O[C@H]2[C@@H]1[C@H](OC2)[C@@H](CO1)O 4'-(6-chloro-2-(((3R,3aR,6R,6aR)-6-hydroxyhexahydrofuro[3,2-b]furan-3-yl)oxy)-1H-imidazo[4,5-b]pyridin-5-yl)-N-((2S,3R,4R,5R)-2,3,4,5,6-pentahydroxyhexyl)-[1,1'-biphenyl]-4-carboxamide